2-(9,9,10,10-tetramethyl-9,10-dihydrophenanthrene-4-yl)-2-propanol CC1(C2=CC=CC=C2C=2C(=CC=CC2C1(C)C)C(C)(C)O)C